C(=O)C1=C(C=CC(=C1)[N+](=O)[O-])OC(C(=O)OC1=C(C=C(C=C1)[N+](=O)[O-])C=O)=O bis(2-formyl-4-nitrophenyl)-Oxalat